(S)-1-((3R,5R,8R,9S,10S,13S,14S,17S)-3-hydroxy-3,10,13-trimethylhexadecahydro-1H-cyclopenta[a]phenanthren-17-yl)-2-(2H-1,2,3-triazol-2-yl)propan-1-one O[C@@]1(CC[C@@]2([C@H]3CC[C@@]4([C@H](CC[C@H]4[C@@H]3CC[C@@H]2C1)C([C@H](C)N1N=CC=N1)=O)C)C)C